(1-((4-fluorophenyl)amino)-1-oxohexane-2-yl)carbamic acid tert-butyl ester C(C)(C)(C)OC(NC(C(=O)NC1=CC=C(C=C1)F)CCCC)=O